C(C=C)[C@@H]1C(N([C@@H]([C@H](C1)C1=CC(=CC=C1)Cl)C1=CC=C(C=C1)Cl)[C@H](C(=O)OC(C)(C)C)C1CC1)=O (s)-tert-Butyl 2-((3S,5R,6S)-3-allyl-5-(3-chlorophenyl)-6-(4-chlorophenyl)-2-oxopiperidin-1-yl)-2-cyclopropylacetate